(1s,3s)-3-((5-chloropyrido[2,3-d]pyridazin-8-yl)amino)-1-methylcyclobutanol ClC1=C2C(=C(N=N1)NC1CC(C1)(O)C)N=CC=C2